N-(4,5-Dimethoxy-2-((4-(2-(((1-methyl-1H-indazol-5-yl)methyl)(pyridin-4-ylmethyl)amino)ethyl)phenyl)carbamoyl)phenyl)-4-oxo-4H-chromene-2-carboxamide COC1=CC(=C(C=C1OC)NC(=O)C=1OC2=CC=CC=C2C(C1)=O)C(NC1=CC=C(C=C1)CCN(CC1=CC=NC=C1)CC=1C=C2C=NN(C2=CC1)C)=O